4-hydroxy-2,2-dimethylpyrrolidine OC1CC(NC1)(C)C